3-(1-(4-(chloromethyl)phenyl)-1H-imidazo[4,5-c]pyridin-2-yl)pyridin-2-amine ClCC1=CC=C(C=C1)N1C(=NC=2C=NC=CC21)C=2C(=NC=CC2)N